lithium tris(2,3,5,6-tetrafluoro-4-(trifluoromethyl) phenyl) borate B(OC1=C(C(=C(C(=C1F)F)C(F)(F)F)F)F)(OC1=C(C(=C(C(=C1F)F)C(F)(F)F)F)F)OC1=C(C(=C(C(=C1F)F)C(F)(F)F)F)F.[Li]